Cl(=O)[O-].[Na+].[C-]#N.[Na+] sodium cyanide sodium chlorite